6-(4-chlorophenyl)-2-(1,2-oxazol-4-yl)-3-oxo-2,3,4,5-tetrahydropyridazine-4-carboxylic acid methyl ester COC(=O)C1C(N(N=C(C1)C1=CC=C(C=C1)Cl)C=1C=NOC1)=O